triallyl orthoformate C(OCC=C)(OCC=C)OCC=C